C(C)C1=CC2=C(CCO[C@]23C[C@@H](NCC3)C)S1(=O)=O (2'S,4R)-2-ethyl-2'-methyl-spiro[6,7-dihydrothieno[3,2-c]pyran-4,4'-piperidine] 1,1-dioxide